3-(4-((9-chloro-7-(2-fluoro-6-methoxyphenyl)-5H-benzo[c]pyrimido[4,5-e]azepin-2-yl)amino)-2-methoxybenzamido)propanoic acid ClC=1C=CC2=C(C(=NCC3=C2N=C(N=C3)NC3=CC(=C(C(=O)NCCC(=O)O)C=C3)OC)C3=C(C=CC=C3OC)F)C1